ClC1=NC=C(C=N1)C=1NC=C(N1)C(F)(F)F 2-Chloro-5-(4-(trifluoromethyl)-1H-imidazol-2-yl)pyrimidine